7-bromo-6-methoxy-2-ethyl-1H-pyrrolo[3,2-c]pyridine BrC=1C2=C(C=NC1OC)C=C(N2)CC